C(#N)C=1C=C2CCN(C(C2=CC1)C)C(=O)OC(C)(C)C tert-butyl 6-cyano-1-methyl-3,4-dihydroisoquinoline-2(1H)-carboxylate